NC=1C=C(C(=NC1)C)C=1C=NC2=CC(=NC=C2C1)N(C)CC1=CC=C(C=C1)OC 3-(5-amino-2-methyl-3-pyridinyl)-N-[(4-methoxyphenyl)methyl]-N-methyl-1,6-naphthyridin-7-amine